2-(2,6-dioxopiperidin-3-yl)-4-((2-methylbenzyl)oxy)isoindoline-1,3-dione O=C1NC(CCC1N1C(C2=CC=CC(=C2C1=O)OCC1=C(C=CC=C1)C)=O)=O